(Z)-2-(4-((6-ethoxy-3-oxo-benzofuran-2(3H)-ylidene)methyl)-2,6-dimethylphenoxy)-2-methylpropanoic acid C(C)OC1=CC2=C(C(/C(/O2)=C/C2=CC(=C(OC(C(=O)O)(C)C)C(=C2)C)C)=O)C=C1